2'-Hydroxy-4-(phenylethynyl)-beta-(4-(phenylethynyl)phenyl)acrylophenone OC1=C(C=CC=C1)C(C=CC1=CCC(C=C1)(C#CC1=CC=CC=C1)C#CC1=CC=CC=C1)=O